Cl.NCCN(C1=C(C(=C(C(=N1)SC(C(=O)N)C1=CC=CC=C1)C#N)C1CC1)C#N)C 2-((6-((2-aminoethyl)(methyl)amino)-3,5-dicyano-4-cyclopropylpyridin-2-yl)sulfanyl)-2-phenylacetamide, hydrochloride